2-[[6-[3-(1-allylpyrazol-4-yl)-5-chloro-quinoxalin-6-yl]oxy-2-methyl-benzimidazol-1-yl]methoxy]ethyl-trimethyl-silane C(C=C)N1N=CC(=C1)C=1C=NC2=CC=C(C(=C2N1)Cl)OC=1C=CC2=C(N(C(=N2)C)COCC[Si](C)(C)C)C1